Di(t-butyl) dicarbonate C(=O)(OC(C)(C)C)OC(=O)OC(C)(C)C